CN(C1CCC(CC1)NC1=NC=2N(C(C(=NC2C=N1)C1=CC(=C(C=C1)NS(=O)(=O)CC1=CC=CC=C1)F)=O)C(C)C)C N-(4-(2-(((1r,4r)-4-(dimethylamino)cyclohexyl)amino)-8-isopropyl-7-oxo-7,8-dihydropteridin-6-yl)-2-fluorophenyl)-1-phenylmethanesulfonamide